SC[C@H](CSC(C(C)SCCS)S)SCCS (R-3-mercapto-2-((2-mercaptoethyl)thio)propylthio)-2-((2-mercaptoethyl)thio)propane-1-thiol